(R)-(3-aminopiperidin-1-yl)(2-(7-chloro-1-(4-fluorobenzyl)-1H-indol-2-yl)-3-methylimidazo[1,2-a]pyridin-7-yl)methanone N[C@H]1CN(CCC1)C(=O)C1=CC=2N(C=C1)C(=C(N2)C=2N(C1=C(C=CC=C1C2)Cl)CC2=CC=C(C=C2)F)C